2-[(4-[(2-acetamidopyridin-4-yl)oxy]-3-fluorophenyl)amino]-N-phenylpyridine-3-carboxamide C(C)(=O)NC1=NC=CC(=C1)OC1=C(C=C(C=C1)NC1=NC=CC=C1C(=O)NC1=CC=CC=C1)F